4-(2,4-difluorophenoxy)-N-(1H-indazol-6-yl)-3-(6-methyl-7-oxo-6,7-dihydro-1H-pyrrolo[2,3-c]pyridin-4-yl)benzamide FC1=C(OC2=C(C=C(C(=O)NC3=CC=C4C=NNC4=C3)C=C2)C=2C3=C(C(N(C2)C)=O)NC=C3)C=CC(=C1)F